C(C1=CC=CC=C1)C1=C(C(=CC=C1)CO)O 2-benzyl-6-(hydroxymethyl)phenol